ClC=1C=CC(=C2C=NN(C(C12)=O)C)CC1CC2(CN(C2)C[C@H](CC2=CC=3N(C=C2F)C=NN3)C)C1 8-chloro-2-methyl-5-[[2-[(2S)-3-(6-fluoro-[1,2,4]triazolo[4,3-a]pyridin-7-yl)-2-methyl-propyl]-2-azaspiro[3.3]heptan-6-yl]methyl]phthalazin-1-one